5-((2,4-Dibromobenzyl)oxy)-4-oxo-4H-chromen-2-carboxylic acid BrC1=C(COC2=C3C(C=C(OC3=CC=C2)C(=O)O)=O)C=CC(=C1)Br